C1(=CC=CC=C1)C1=NN=C(O1)CNC1=CC=C(C=C1)C ((5-phenyl-1,3,4-oxadiazol-2-yl)methyl)4-methylaniline